3-methyladamantane CC12CC3CC(CC(C1)C3)C2